6-(2-Chloro-6-fluorophenyl)-2-((3-fluoro-5-methyl-4-(4-(dimethylamino)piperidin-1-yl)phenyl)amino)-8,9-dihydroimidazo[1,2-a]pyrimido[5,4-e]pyrimidin-5(6H)-one ClC1=C(C(=CC=C1)F)N1C=2N(C3=C(C1=O)C=NC(=N3)NC3=CC(=C(C(=C3)C)N3CCC(CC3)N(C)C)F)CCN2